tert-butyl 2-((tert-butoxycarbonyl)(3-cyano-5-fluorobenzyl)amino)acetate C(C)(C)(C)OC(=O)N(CC(=O)OC(C)(C)C)CC1=CC(=CC(=C1)F)C#N